FC(C=1C(=C(C=CC1)[C@@H](C)NC1=C2C(=C(N=N1)C)C=NC(=C2)C=2C=C(CN1CCC(CC1)C1=CC=C(C=C1)C1C(NC(CC1)=O)=O)C=C(C2)C)F)F 3-(4-(1-(3-(1-(((R)-1-(3-(Difluoromethyl)-2-fluorophenyl)ethyl)amino)-4-methyl-pyrido[3,4-d]pyridazin-7-yl)-5-methylbenzyl)piperidin-4-yl)phenyl)piperidine-2,6-dione